methyl 2-(bromomethyl)-5-iodobenzoate BrCC1=C(C(=O)OC)C=C(C=C1)I